C(C)[C@H]1OC2=C([C@H](N(C1)CC1=CC(=CC=3C=CSC31)[C@H](CC(=O)O)C3=C(C1=C(N(N=N1)C)C=C3)C)CC)N=CC=C2 |o1:6| (3S)-3-(7-{[(2R,5R*)-2,5-diethyl-2,3-dihydropyrido[2,3-f][1,4]oxazepin-4(5H)-yl]methyl}-1-benzothien-5-yl)-3-(1,4-dimethyl-1H-benzotriazol-5-yl)propanoic acid